5-(benzyloxy)-N-(1,1-dioxidotetrahydro-2H-thiopyran-4-yl)-2-methylbenzofuran-3-carboxamide C(C1=CC=CC=C1)OC=1C=CC2=C(C(=C(O2)C)C(=O)NC2CCS(CC2)(=O)=O)C1